N1N2C(=CNC1)C=CC(=C2)C(=O)N 2H-pyrido[2,1-f][1,2,4]Triazine-7-carboxamide